CC1=NC=C(C=C1)C1NCCC1 2-Methyl-5-(pyrrolidin-2-yl)pyridine